BrC=1C(=COC1)C1=NC=2N(C(=C1)C)N=CC2C(=O)N[C@@H](C(F)(F)F)C (R)-5-(4-bromofuran-3-yl)-7-methyl-N-(1,1,1-trifluoropropan-2-yl)pyrazolo[1,5-a]Pyrimidine-3-carboxamide